Cl.NC(CC(=O)O)CC1=NN(N=C1)C1=CC(=C(C=C1)OC1=NC=C(C=C1)Cl)F 3-amino-4-(2-(4-((5-chloropyridin-2-yl)oxy)-3-fluorophenyl)-2H-1,2,3-triazol-4-yl)butanoic acid hydrochloride